FC1(CN(CCC1OC1=C2C(=NC=NC2=CC(=C1)OC)N)C)F 5-((3,3-difluoro-1-methylpiperidin-4-yl)oxy)-7-methoxyquinazolin-4-amine